5-(3-phenyl-1,2,4-oxadiazol-5-yl)-1-(prop-2-en-1-yl)-1H-1,2,3-benzotriazole C1(=CC=CC=C1)C1=NOC(=N1)C1=CC2=C(N(N=N2)CC=C)C=C1